F[C@@H]1C[C@@]2(CCCN2C1)COC=1N=CC2=C(N1)C(=C(N=C2N2[C@H]([C@H](CC2)F)C)C2=CC(=CC1=CC=C(C(=C21)C#C)F)O)F 4-(2-{[(2R,7aS)-2-fluoro-hexahydropyrrolizin-7a-yl]methoxy}-8-fluoro-5-[(2S,3S)-3-fluoro-2-methylpyrrolidin-1-yl]pyrido[4,3-d]pyrimidin-7-yl)-5-ethynyl-6-fluoronaphthalen-2-ol